1-[[5-(7-fluoro-1H-indol-3-yl)-3-methylpyrazin-2-yl]oxy]-2-methylpropan-2-ol FC=1C=CC=C2C(=CNC12)C=1N=C(C(=NC1)OCC(C)(O)C)C